bis(4-propylbenzylidene)propyl-sorbitol C(CC)C1=CC=C(C=C(CC=CC2=CC=C(C=C2)CCC)C(O)[C@H](O)[C@@H](O)[C@H](O)[C@H](O)CO)C=C1